ClC1=C2CCCC(C2=CC(=C1O)Cl)=O 5,7-dichloro-6-hydroxy-3,4-dihydronaphthalen-1(2H)-one